(1S)-2-(4-{6-chloro-2-[(1-cyclopropyl-5-methyl-1H-pyrazol-4-yl)amino]quinazolin-7-yl}piperidin-1-yl)-1-(2,5-difluorophenyl)ethan-1-ol ClC=1C=C2C=NC(=NC2=CC1C1CCN(CC1)C[C@@H](O)C1=C(C=CC(=C1)F)F)NC=1C=NN(C1C)C1CC1